C(CCC\C=C/CC)OC(CCCOC(CCCCCCCN(CCCCCCCC(=O)OCCCC(OCCCC\C=C/CC)OCCCC\C=C/CC)CCO)=O)OCCCC\C=C/CC.FC=1C=NC(=NC1)O[C@H]1CNCC1 R-5-fluoro-2-(pyrrolidin-3-yloxy)pyrimidine bis(4,4-bis(((Z)-oct-5-en-1-yl)oxy)butyl)8,8'-((2-hydroxyethyl)azanediyl)dioctanoate